C12(CC3CC(CC(C1)C3)C2)NC=2NC(/C(/N2)=C/C=2C=C3C=NNC3=CC2)=O (4Z)-2-(1-Adamantylamino)-4-(1H-indazol-5-ylmethylene)-1H-imidazol-5-one